C=CC=CCCCCC(C)CC(=O)[O-] 9-decadienylacetate